2-[[1-[4-[[3-(4-methoxyphenyl)imidazo[1,2-a]pyrazin-8-yl]amino]-2-methylbenzoyl]piperidin-4-yl]methylamino]acetic acid COC1=CC=C(C=C1)C1=CN=C2N1C=CN=C2NC2=CC(=C(C(=O)N1CCC(CC1)CNCC(=O)O)C=C2)C